N=1C=NN2C1C=C(C=C2)OC2=CC(=C(C=C2Cl)NC2=NC=NC1=CC(=C(C=C21)NC(/C(=C/[C@@H]2N(CCC2)C([2H])([2H])[2H])/F)=O)OC)OC (R,Z)-N-(4-((4-([1,2,4]triazolo[1,5-a]pyridin-7-yloxy)-5-chloro-2-methoxyphenyl)amino)-7-methoxyquinazolin-6-yl)-2-fluoro-3-(1-(methyl-d3)pyrrolidin-2-yl)acrylamide